C(C1=CC=CC=C1)OC(=O)N1C2(CC2)CCC1=O 5-Oxo-4-azaspiro[2.4]heptane-4-carboxylic acid benzyl ester